ClC=1C=C(C=C(C1)Cl)[C@]1(CC(NO1)C1=CC(=C(C(=O)O)C=C1)C)C(F)(F)F |r| (5RS)-4-[5-(3,5-dichlorophenyl)-5-(trifluoromethyl)-3H-isoxazol-yl]-2-methylbenzoic acid